(R)-1-(5-(benzyloxy)pyrazin-2-yl)-6-chloro-7-(2-(((3-chloropyridin-2-yl)oxy)methyl)pyrrolidin-1-yl)-4-oxo-1,4-dihydroquinoline-3-carboxylic acid C(C1=CC=CC=C1)OC=1N=CC(=NC1)N1C=C(C(C2=CC(=C(C=C12)N1[C@H](CCC1)COC1=NC=CC=C1Cl)Cl)=O)C(=O)O